3-((4-((2-(diethylamino)ethyl)carbamoyl)-3,5-dimethyl-1H-pyrrol-2-yl)methylene)-5-fluoro-2-oxoindole-1-carboxylic acid C(C)N(CCNC(=O)C=1C(=C(NC1C)C=C1C(N(C2=CC=C(C=C12)F)C(=O)O)=O)C)CC